iron monoboride [B].[Fe]